[P].[N] nitrogen-phosphorus salt